OCCCCN(C)C Hydroxypropyl-trimethylamine